4,4'-dimethyl-N,N'-diphenyl-urea CC1=CC=C(C=C1)NC(=O)NC1=CC=C(C=C1)C